4-chloro-6-(2,6-dimethylphenyl)-5-methyl-pyrimidin-2-amine ClC1=NC(=NC(=C1C)C1=C(C=CC=C1C)C)N